ClC=1C=C(C=2C=C(NC2C1F)C(=O)N1CCN(CC1)C1=NC=CC=C1OC)N1C=CC2=CC=CC=C12 (6'-Chloro-7'-fluoro-1'H-[1,4'-biindol]-2'-yl)(4-(3-methoxypyridin-2-yl)piperazin-1-yl)methanone